(Z)-3-((tert-butylamino)methylene)-2-(6-hydroxybenzo[d][1,3]dioxan-5-yl)chroman-4-one C(C)(C)(C)N\C=C/1\C(OC2=CC=CC=C2C1=O)C1=C(C=CC=2OCOCC21)O